1-methoxy-2,4-dimethyl-3-nitro-benzene COC1=C(C(=C(C=C1)C)[N+](=O)[O-])C